6-(4-cyanophenoxy)-N-methylpyridineamide C(#N)C1=CC=C(OC2=CC=CC(=N2)C(=O)NC)C=C1